COC(CN1C(=C(C(C(=C1)C(N[C@H](C)C1=CC=C(C=C1)F)=O)=O)OC)C(=O)OC)OC (R)-methyl 1-(2,2-dimethoxyethyl)-5-(1-(4-fluorophenyl) ethylcarbamoyl)-3-methoxy-4-oxo-1,4-dihydropyridine-2-carboxylate